O[C@@H]1[C@H](COC1)CNS(=O)(=O)C1=CC=C(C=C1)C N-(((3S,4R)-4-hydroxytetrahydrofuran-3-yl)methyl)-4-methylbenzenesulfonamide